CN(C(C1=C(C=C(C=C1)C1=CNC2=NC=C(N=C21)C2=CC(=C1CCN(CC1=C2)CCC(=O)NC)C)C)=O)C N,N,2-trimethyl-4-(2-(5-methyl-2-(3-(methylamino)-3-oxopropyl)-1,2,3,4-tetrahydroisoquinolin-7-yl)-5H-pyrrolo[2,3-b]pyrazin-7-yl)benzamide